(3-Fluoroazetidin-3-yl)-[4-[5-(trifluoromethyl)pyrimidin-2-yl]piperazin-1-yl]methanone FC1(CNC1)C(=O)N1CCN(CC1)C1=NC=C(C=N1)C(F)(F)F